S-(4-ethylphenyl)ethanethiol C(C)C1=CC=C(C=C1)SCC